4'-n-butylacetophenone CCCCC1=CC=C(C=C1)C(=O)C